N-(3-(3-methyl-2,4-dioxo-7-(phenylamino)-3,4-dihydropyrimido[4,5-d]pyrimidin-1(2H)-yl)phenyl)acrylamide CN1C(N(C2=NC(=NC=C2C1=O)NC1=CC=CC=C1)C=1C=C(C=CC1)NC(C=C)=O)=O